FC1=CC(=CC2=C1CN[C@H](CO2)C)C#N (3S)-6-fluoro-3-methyl-2,3,4,5-tetrahydro-1,4-benzoxazepine-8-carbonitrile